benzyl (E)-3-((4-(((Z)-4-chloro-5H-1,2,3-dithiazol-5-ylidene)amino)phenyl)thio)acrylate ClC/1=NSS\C1=N/C1=CC=C(C=C1)S/C=C/C(=O)OCC1=CC=CC=C1